ClC1=NC=CC(=C1)OC=1C(=NN(C1)C1CC(C1)=O)C1CCOCC1 3-(4-((2-Chloropyridin-4-yl)oxy)-3-(tetrahydro-2H-pyran-4-yl)-1H-pyrazol-1-yl)cyclobutan-1-one